O=S.[As].[Na] sodium arsenic (oxy) sulfide